(Z)-1,2,3,3,3-Pentafluoropropen F\C=C(\C(F)(F)F)/F